4-Hydroxy-5-(5H-imidazo[5,1-a]isoindol-5-yl)-4,5,6,7-tetrahydropyrazolo[1,5-a]pyridin-3-carbonitril OC1C=2N(CCC1C1N3C(C4=CC=CC=C14)=CN=C3)N=CC2C#N